ClC1=CC=C(C=C1)C1=CC=C(N1C1=C(C=CC=C1)C(F)(F)F)C1=CC=C(C(=O)NCCN(C)C)C=C1 4-(5-(4-chlorophenyl)-1-(2-(trifluoromethyl)phenyl)-1H-pyrrol-2-yl)-N-(2-(dimethylamino)ethyl)benzamide